C(CCCCC(=O)OCC(CO)(COC(CCCCC(OCCC\C=C/CCCCC)=O)=O)COC(CCCCC(=O)OCCC\C=C/CCCCC)=O)(=O)OCCC\C=C/CCCCC O6-[2,2-bis[[6-[(Z)-dec-4-enoxy]-6-oxo-hexanoyl]oxymethyl]-3-hydroxy-propyl] O1-[(Z)-dec-4-enyl] hexanedioate